6-bromo-2-hydroxyhexane BrCCCCC(C)O